N-(2-(4-((1R,4R)-2-oxa-5-azabicyclo[2.2.1]heptane-5-yl)piperidine-1-yl)-5-((6-((S)-3-(3-(dimethylamino)benzyl)isoxazolidine-2-yl)pyrimidine-4-yl)amino)-4-methoxyphenyl)acrylamide [C@H]12OC[C@H](N(C1)C1CCN(CC1)C1=C(C=C(C(=C1)OC)NC1=NC=NC(=C1)N1OCC[C@@H]1CC1=CC(=CC=C1)N(C)C)NC(C=C)=O)C2